BrC1=CC2=C(N(C(N2C(C)C)=O)C=2C(=NC(=CC2)OCC2=CC=CC=C2)OCC2=CC=CC=C2)C=C1 5-bromo-1-(2,6-dibenzyloxy-3-pyridyl)-3-isopropyl-benzimidazol-2-one